4-n-Octyloxy-2-hydroxybenzophenone C(CCCCCCC)OC1=CC(=C(C(=O)C2=CC=CC=C2)C=C1)O